2,2'-bis-(diphenylphosphinomethyl)-1,1-binaphthyl C1(=CC=CC=C1)P(C1=CC=CC=C1)CC1=C(C2=CC=CC=C2C=C1)C1=C(C=CC2=CC=CC=C12)CP(C1=CC=CC=C1)C1=CC=CC=C1